CC1=C(N=NC(=C1C)N[C@H]1CNCCC1)C1=C(C2=C(SC=C2)C=C1)O (R)-5-(4,5-dimethyl-6-(piperidin-3-ylamino)pyridazin-3-yl)benzo[b]thiophen-4-ol